[4-(5-aminoisoxazol-3-yl)-1-piperidyl]-[3-(trifluoromethoxy)phenyl]methanone NC1=CC(=NO1)C1CCN(CC1)C(=O)C1=CC(=CC=C1)OC(F)(F)F